FC=1C(=CC=C2C(=NC(=NC12)OCC1N(CCC1)C)N1C[C@H]2CC[C@@H](C1)N2C(=O)NC2CN1CCC2CC1)C1=CC(=CC2=CC=CC=C12)O (1R,5S)-3-(8-fluoro-7-(3-hydroxynaphthalen-1-yl)-2-((1-methylpyrrolidin-2-yl)methoxy)quinazolin-4-yl)-N-(quinuclidin-3-yl)-3,8-diazabicyclo[3.2.1]octane-8-carboxamide